O1CCCC2=CC=CC=C12 racemic-chroman